[Cl-].[Cl-].C[SiH](C)[Zr+2](C1C(=C(C=C1)CCCC)C)C1C(=C(C=C1)CCCC)C dimethylsilylbis(2-methyl-3-butylcyclopentadienyl)zirconium dichloride